(p-toluenesulfonyl)cyclohexane CC1=CC=C(C=C1)S(=O)(=O)C1CCCCC1